S1C(=CC=C1)C(=O)C1=C(C(=CC(=C1)C)OC)OC (2-methoxyl-methoxy-5-methyl-phenyl) (2-thienyl) ketone